methyl (1-methyl-2-cyclopentenyl)acetate CC1(C=CCC1)CC(=O)OC